OCCOCC[C@H](C)N(S(=O)(=O)C1=C(C=CC=C1)[N+](=O)[O-])C=1C=C2C(=NN(C2=CC1)C1OCCCC1)C1=NC(=NC=C1)SC N-[(1S)-3-(2-hydroxyethoxy)-1-methyl-propyl]-N-[3-(2-methylsulfanylpyrimidin-4-yl)-1-tetrahydropyran-2-yl-indazol-5-yl]-2-nitro-benzenesulfonamide